C(CCCCCCCC)NCCCCCCCC\C=C/CCCCCCCC (Z)-N-nonyloctadec-9-en-1-amine